N-(2-chloro-5-(4-((1-(4-fluorophenyl)ethyl)amino)quinazolin-6-yl)pyridin-3-yl)methanesulfonamide ClC1=NC=C(C=C1NS(=O)(=O)C)C=1C=C2C(=NC=NC2=CC1)NC(C)C1=CC=C(C=C1)F